N-(5-((6-((R)-3-(2,3-difluorophenyl)isoxazolidine-2-yl)pyrimidine-4-yl)amino)-4-methoxy-2-(4-(4-propylpiperazine-1-yl)piperidine-1-yl)phenyl)acrylamide FC1=C(C=CC=C1F)[C@@H]1N(OCC1)C1=CC(=NC=N1)NC=1C(=CC(=C(C1)NC(C=C)=O)N1CCC(CC1)N1CCN(CC1)CCC)OC